4-(2-chloro-6-(trifluoromethyl)phenyl)-5-iodothiazol-2-amine ClC1=C(C(=CC=C1)C(F)(F)F)C=1N=C(SC1I)N